2-(4-(tert-butyl)-5-chloro-2-methylphenyl)-4-isopropoxy-1,6-naphthyridine-5-carbonitrile C(C)(C)(C)C1=CC(=C(C=C1Cl)C1=NC=2C=CN=C(C2C(=C1)OC(C)C)C#N)C